C1(=CC=CC=C1)C(=NNC1=C2CCN(C2=CC=C1)C)C1=CC=CC=C1 4-(2-(diphenylmethylene)hydrazino)-1-methyldihydroindole